7-(tert-butyl)pyrene C(C)(C)(C)C=1C=C2C=CC3=CC=CC4=CC=C(C1)C2=C43